N1(CCCCCC1)C=1C2=C(N=C(N1)Cl)CC1(CCCC=C1OCC)OC2 4-(azepan-1-yl)-2-chloro-1'-ethoxy-spiro[5,8-dihydropyrano[4,3-d]pyrimidine-7,6'-cyclohexene]